CN(C(C1=CC=CC=C1)=O)CCCNC N-methyl-N-(3-methylamino-propyl)-benzamide